CC1(COB(OC1)C1=C(C(=CC=C1C)C)C)C 5,5-dimethyl-2-(2,3,6-trimethylphenyl)-1,3,2-dioxaborinane